S(C)(=O)(=O)OC(C)(C)C tert-butyl mesylate